iron-nickel aluminum [Al].[Ni].[Fe]